trans-3-(3-thienyl)acrylic acid S1C=C(C=C1)/C=C/C(=O)O